COC(C1=C(N=C(C=C1)C)Cl)=O.NC1=NC=2C=C(C(=CC2C2=C1COC2)C(=O)N2CC([C@H](C2)C2=CC=C(C=C2)C(F)(F)F)(C)C)F (4-amino-7-fluoro-1,3-dihydrofuro[3,4-c]quinolin-8-yl)((4R)-3,3-dimethyl-4-(4-(trifluoromethyl)phenyl)-1-pyrrolidinyl)methanone methyl-2-chloro-6-methyl-nicotinate